2-fluoro-N-(6-(5-methyl-1H-indazol-4-yl)imidazo[1,2-a]pyrazin-2-yl)cyclopropane-1-carboxamide FC1C(C1)C(=O)NC=1N=C2N(C=C(N=C2)C2=C3C=NNC3=CC=C2C)C1